C(C)(C)(C)OC(=O)N1CCC(CC1)=CC1=C2CCN(CC2=C(C=C1)F)C(=O)OCC1=CC=CC=C1 benzyl 5-((1-(tert-butoxycarbonyl) piperidin-4-ylidene) methyl)-8-fluoro-3,4-dihydroisoquinoline-2(1H)-carboxylate